FC(C1(CCOCC1)CO)F (4-(difluoromethyl)tetrahydro-2H-pyran-4-yl)methanol